CC1(OC2=CC=CC=C2[C@H](C1)NC(=O)C=1C=C(C=[NH+]C1)C(CCC#CC)N1C(NC(CC1=O)(CC)CC)=[NH2+])C [1-[1-[5-[[(4S)-2,2-dimethylchroman-4-yl]carbamoyl]pyridin-1-ium-3-yl]hex-4-ynyl]-4,4-diethyl-6-oxo-hexahydropyrimidin-2-ylidene]ammonium